dimethyl-sulfonyl-amine CS(=O)(=O)NS(=O)(=O)C